C(C1=CC=CC=C1)N(P(C1=CC=C(C=C1)[Si](CCCC)(CCCC)CCCC)C1=C(C=CC=C1)OC)P(C1=CC=C(C=C1)[Si](CCCC)(CCCC)CCCC)C1=CC=C(C=C1)[Si](CCCC)(CCCC)CCCC N-benzyl-N-(bis(4-(tributylsilyl)phenyl)phosphaneyl)-1-(2-methoxyphenyl)-1-(4-(tributylsilyl)phenyl)phosphanamine